C1(CC1)C1=NC=C(C=N1)OCC1=CC(=C(C=C1)C1=NOC(=N1)C(F)(F)F)F 2-cyclopropyl-5-({3-fluoro-4-[5-(trifluoromethyl)-1,2,4-oxadiazol-3-yl]phenyl}methoxy)pyrimidine